4-Cyano-N-[4-(3-cyanophenyl)-5-[2-methyl-6-(oxetan-3-yl)-4-pyridyl]thiazol-2-yl]-4-methyl-piperidin-1-carboxamid C(#N)C1(CCN(CC1)C(=O)NC=1SC(=C(N1)C1=CC(=CC=C1)C#N)C1=CC(=NC(=C1)C1COC1)C)C